2,4,6-trimethyl-benzoyl-diphenyl-Phosphine oxide CC1=C(C(=O)P(C2=CC=CC=C2)(C2=CC=CC=C2)=O)C(=CC(=C1)C)C